NCCNC[C@H](C)NC(C1=C(C=C(C=C1)NC=1C=2N(C=CN1)C(=CN2)C2=C(C(=C(C=C2)OC)F)F)CC)=O N-[(1S)-2-(2-aminoethyl-amino)-1-methyl-ethyl]-4-[[3-(2,3-difluoro-4-methoxy-phenyl)imidazo[1,2-a]pyrazin-8-yl]amino]-2-ethyl-benzamide